(S)-2-amino-3-(3,4-dimethoxyphenyl)propanoic acid N[C@H](C(=O)O)CC1=CC(=C(C=C1)OC)OC